4-(2-(4-(benzyloxy)-1-ethyl-3-methyl-1H-pyrazol-5-yl)-5-(((tert-butylsulfinyl)amino)methyl)thiazol-4-yl)-N-(2,4-dimethoxybenzyl)-1-methyl-1H-pyrazolo[4,3-c]pyridine-6-carboxamide C(C1=CC=CC=C1)OC=1C(=NN(C1C=1SC(=C(N1)C1=NC(=CC2=C1C=NN2C)C(=O)NCC2=C(C=C(C=C2)OC)OC)CNS(=O)C(C)(C)C)CC)C